The molecule is a nitrogen oxoanion formed by loss of a proton from nitric acid. Principal species present at pH 7.3. It is a nitrogen oxoanion, a member of reactive nitrogen species and a monovalent inorganic anion. It is a conjugate base of a nitric acid. [N+](=O)([O-])[O-]